C(C)OC(C[C@@H]1COC2=C1C=NC(=C2)Cl)=O ((S)-6-chloro-2,3-dihydro-furo[3,2-c]pyridin-3-yl)-acetic acid ethyl ester